N-(dihydroxyphenyl)-5-methyl-5-norbornene-2,3-dicarboximide OC=1C(=C(C=CC1)N1C(=O)C2C3C=C(C(C2C1=O)C3)C)O